C(C)(C)(C)N(C([O-])=O)C[C@H]1CNCCC1.C(CCCCC)(=O)N1CCN(CC1)CCC(CCCCCCCC)OP(=O)([O-])[O-].CN1C=[N+](C=C1)CCC.CN1C=[N+](C=C1)CCC.CN1C=[N+](C=C1)CCC 1-Methyl-3-Propyl-Imidazolium 2-(4-hexanoylpiperazin-1-yl)ethyl-nonyl-hydrogenphosphate tert-butyl-{[(3R)-piperidin-3-yl]methyl}carbamate